5-(4-tert-butylcyclohexyl)-N-(4-chloro-1H-indol-6-yl)-1H-1,3-benzodiazol-2-amine C(C)(C)(C)C1CCC(CC1)C1=CC2=C(NC(=N2)NC2=CC(=C3C=CNC3=C2)Cl)C=C1